ClC=1C=C(C=CC1)[C@@H]1[C@H](C1)C(=O)NC1=NC=CC(=C1)NCC=1N=C2N(C=C(C=C2N2C(N(C(C2)=O)CC2=CC=C(C=C2)OC)=O)C2CC2)C1 (1S,2S)-2-(3-chlorophenyl)-N-(4-(((6-cyclopropyl-8-(3-(4-methoxybenzyl)-2,4-dioxoimidazolidin-1-yl)imidazo[1,2-a]pyridin-2-yl)methyl)amino)pyridin-2-yl)cyclopropane-1-carboxamide